N-phenyl-2-(nitro-p-tolylazo)-3-oxobutanamide C1(=CC=CC=C1)NC(C(C(C)=O)N=NC1=CC(=C(C=C1)C)[N+](=O)[O-])=O